C1CCC12CNCCC2N2C(N(C1=NC(=NC=C1C2)SC)C)=O 3-(6-azaspiro[3.5]nonan-9-yl)-1-methyl-7-methylsulfanyl-4H-pyrimido[4,5-d]pyrimidin-2-one